7-methyl-2-((7-methyl-[1,2,4]triazolo[1,5-a]pyridin-6-yl)amino)-9-(spiro[2.5]oct-6-yl)-7,9-dihydro-8H-purin-8-one CN1C(N(C2=NC(=NC=C12)NC=1C(=CC=2N(C1)N=CN2)C)C2CCC1(CC1)CC2)=O